ClCC1=C(C(=CC(=C1)C)CCl)O 2,6-bis(chloromethyl)-4-methylphenol